CN(C(=O)NC1=CC(=C(C=C1)Cl)Cl)O The molecule is a member of the class of ureas that is 1-methylurea substituted by a hydroxy group at position 1 and a 3,4-dichlorophenyl group at position 3. It is a dichlorobenzene and a member of phenylureas.